N-(2,6-dimethylphenyl)-4-hydroxyquinoline-2-carboxamide CC1=C(C(=CC=C1)C)NC(=O)C1=NC2=CC=CC=C2C(=C1)O